[1-(4-bromophenyl)piperidin-4-yl]methanol BrC1=CC=C(C=C1)N1CCC(CC1)CO